((1r,4r)-5'-Bromo-4'-chloro-4-methyl-1',2'-dihydrospiro[cyclohexane-1,3'-pyrrolo[2,3-b]pyridine]-4-yl)methanol BrC=1C(=C2C(=NC1)NCC21CCC(CC1)(C)CO)Cl